NC1=NC=NN2C1=C(C(=N2)C2=CC=C(C=C2)NC(C(=C)F)=O)C2=CC(=C(C=C2)OC2=NC=CC=N2)F N-(4-(4-amino-5-(3-fluoro-4-(pyrimidin-2-yloxy)phenyl)pyrazolo[5,1-f][1,2,4]triazin-6-yl)phenyl)-2-fluoroacrylamide